FC(C(CC(COC(C(=C)C)=O)C)(O)C(F)(F)F)(F)F methacrylic acid 1,1,1-trifluoro-2-(trifluoromethyl)-2-hydroxy-4-methyl-5-pentyl ester